(2S)-2-[9H-fluoren-9-ylmethoxycarbonyl-(propyl)amino]propionic acid C1=CC=CC=2C3=CC=CC=C3C(C12)COC(=O)N([C@H](C(=O)O)C)CCC